4-[(4,5-dihydro-3-methoxy-4-methyl-5-oxo-1H-1,2,4-triazol-1-yl)carbonyl-sulfamoyl]-5-methylthiophene-3-carboxylic acid methyl ester COC(=O)C1=CSC(=C1S(NC(=O)N1N=C(N(C1=O)C)OC)(=O)=O)C